C12CN(CC(CC1)O2)C2=CC=C(C=C2)S(=O)(=O)N2CCC(CC2)NC2=CC=C(C=C2)S(F)(F)(F)(F)F 1-(4-{8-oxa-3-azabicyclo[3.2.1]octan-3-yl}benzenesulfonyl)-N-[4-(pentafluoro-λ6-sulfanyl)phenyl]piperidin-4-amine